BrC1=CC(=C(C(=O)NC2=CC(=CC=C2)S(NC(C)(C)C)(=O)=O)C=C1)N1CCC2(CC2)CC1 4-bromo-N-(3-(N-(tert-butyl)sulfamoyl)phenyl)-2-(6-azaspiro[2.5]oct-6-yl)benzamide